C1(CCCCC1)N1N=CC(=C1)C=1C=C(C(=NC1)N)C1=NC(=NO1)C1=CC=CC=C1 5-(1-cyclohexyl-1H-pyrazol-4-yl)-3-(3-phenyl-1,2,4-oxadiazol-5-yl)pyridin-2-amine